(4-amino-4-methylpiperidin-1-yl)(5-((2,3-dichlorophenyl)thio)furan-2-yl)methanone silicon [Si].NC1(CCN(CC1)C(=O)C=1OC(=CC1)SC1=C(C(=CC=C1)Cl)Cl)C